titanium bis(isopropoxy) bis(ethylacetoacetate) C(C)CC(CC(=O)OOC(C)C)=O.C(C)CC(CC(=O)OOC(C)C)=O.[Ti]